2-(6-Propan-2-ylpyridin-3-yl)-N-[(3S)-2-oxo-5-phenyl-1,3-dihydro-1,4-benzodiazepin-3-yl]pyrazolo[1,5-a]pyrimidine-3-carboxamide CC(C)C1=CC=C(C=N1)C1=NN2C(N=CC=C2)=C1C(=O)N[C@@H]1C(NC2=C(C(=N1)C1=CC=CC=C1)C=CC=C2)=O